COCCS(=O)(=O)CC1=CC=C(C=C1)NC=1N=CC2=C(N1)CN(CC2)C2=C(C1=C(OCCN1C(=O)OC(C)(C)C)N=C2)C tert-butyl 7-[2-({4-[(2-methoxyethanesulfonyl) methyl] phenyl} amino)-5H,6H,7H,8H-pyrido[3,4-d]pyrimidin-7-yl]-8-methyl-1H,2H,3H-pyrido[2,3-b][1,4]oxazine-1-carboxylate